((2S,4R,5R)-5-(4-(8-azabicyclo[3.2.1]octane-8-yl)-6-chloro-1H-pyrazolo[3,4-d]pyrimidin-1-yl)-4-acetoxy-3-methylenetetrahydrofuran-2-yl)methyl benzoate C(C1=CC=CC=C1)(=O)OC[C@H]1O[C@H]([C@@H](C1=C)OC(C)=O)N1N=CC=2C1=NC(=NC2N2C1CCCC2CC1)Cl